C(CCN)(N)N propane-1,1,3-triamine